CC(C)(C)P([C@H](C)[C-]1C(=CC=C1)P(C1=CC=C(C=C1)C(F)(F)F)C1=CC=C(C=C1)C(F)(F)F)C(C)(C)C.[CH-]1C=CC=C1.[Fe+2] 1-[(1R)-1-[bis(1,1-dimethylethyl)phosphino]ethyl]-2-[bis[4-(trifluoromethyl)phenyl]phosphino]ferrocene